(S)-6-(cyclopropanecarboxamido)-N-(methyl-d3)-4-((2,4,5-trimethyl-4,5-dihydropyrido[3,4-e][1,2,4]triazolo[1,5-a]pyrazin-6-yl)amino)pyridazine-3-carboxamide C1(CC1)C(=O)NC1=CC(=C(N=N1)C(=O)NC([2H])([2H])[2H])NC1=NC=CC2=C1N([C@H](C=1N2N=C(N1)C)C)C